C(C)(C)(C)OC(=O)N1[C@@H]([C@@H]([C@H](C1)OC(=O)OC(C)(C)C)OC(=O)C1NC(C1)=O)CC1=CC=C(C=C1)OC.S(=O)(=O)([O-])S(=O)(=O)[O-].[Na+].[Na+] sodium dithionate tert-butyl-(2R,3S,4S)-4-tert-butoxycarbonyloxy-2-[(4-methoxyphenyl)methyl]-3-(4-oxoazetidine-2-carbonyl)oxy-pyrrolidine-1-carboxylate